ClC=1C=C2C=C(C=NC2=CC1)NC1=NC(=NC=C1)NC1=CC(=C(C=C1)N1CCOCC1)OC 4-(6-chloro-3-quinolylamino)-2-(3-methoxy-4-morpholinophenylamino)pyrimidine